2-(carboxymethylthio)-4-(trifluoromethyl)benzoic acid C(=O)(O)CSC1=C(C(=O)O)C=CC(=C1)C(F)(F)F